6-fluoromethylpyridine FCC1=CC=CC=N1